(2-ethoxy-4-formylphenyl) 2-methylpropanoate CC(C(=O)OC1=C(C=C(C=C1)C=O)OCC)C